PALMITIC ACID ETHYL ESTER C(C)OC(CCCCCCCCCCCCCCC)=O